C(C)[C@]1(C(OCC=2C(N3CC=4C(=NC=5C=C(C(=C6C5C4[C@H](CC6)NCCC(F)(F)F)C)F)C3=CC21)=O)=O)O (1S,9S)-9-ethyl-5-fluoro-9-hydroxy-4-methyl-1-((3,3,3-trifluoropropyl)amino)-1,2,3,9,12,15-hexahydro-10H,13H-benzo[de]pyrano[3',4':6,7]indolizino[1,2-b]quinoline-10,13-dione